NC1=NC=2C=CC(=CC2C2=C1C=NN2C)C(=O)N(C)[C@@H]2COC1=C2C=CC(=C1)CO 4-amino-N-((3S)-6-(hydroxymethyl)-2,3-dihydro-1-benzofuran-3-yl)-N,1-dimethyl-1H-pyrazolo[4,3-c]quinoline-8-carboxamide